NC1(CCN(CC1)C=1N=C2C(=NC1)N=C(C=C2)SC2=C(C(=NC=C2)N)Cl)CC2=NC=CC=C2 4-((2-(4-amino-4-(pyridin-2-ylmethyl)piperidin-1-yl)pyrido[2,3-b]pyrazin-6-yl)thio)-3-chloropyridin-2-amine